(8R)-8-phenyl-2-(2-(piperidin-3-yloxy)pyridin-4-yl)-7,8-dihydro-6H-pyrrolo[2',1':2,3]imidazo[4,5-b]pyridine C1(=CC=CC=C1)[C@H]1CCC2=NC=3C(=NC(=CC3)C3=CC(=NC=C3)OC3CNCCC3)N21